C(C(CCCCC(CO)O)O)O 1,2,7,8-Octanetetrol